2-(3-cyclopropoxy-2-fluoro-5-methoxyphenyl)-4,4,5,5-tetramethyl-1,3,2-dioxaborolane C1(CC1)OC=1C(=C(C=C(C1)OC)B1OC(C(O1)(C)C)(C)C)F